ClC1=CC=C(S1)CNC1=CC(=NN1C(C(CO)(C)C)=O)C1CCN(CC1)S(=O)(=O)N1CCOCC1 1-(5-{[(5-chlorothiophen-2-yl)methyl]amino}-3-[1-(morpholine-4-sulfonyl)piperidin-4-yl]-1H-pyrazol-1-yl)-3-hydroxy-2,2-dimethylpropan-1-one